5-(cyclopentyloxy)-4-((N,N-dimethylsulfamoyl)carbamoyl)-2-fluorobenzoic acid C1(CCCC1)OC=1C(=CC(=C(C(=O)O)C1)F)C(NS(N(C)C)(=O)=O)=O